P(O)(=O)(OP(=O)(O)OP(=O)(O)O)OC[C@@H]1[C@H](C[C@@H](O1)N1C(=O)NC(=O)C(C)=C1)O thymidin triphosphate